B(O)(O)CCC=1C(=C(C(=O)O)C(=CC1)OC1CN(C1)C([C@H](N)CC1=CNC=N1)=O)O 3-(2-Boronoethyl)-6-[(1-D-histidylazetidin-3-yl)oxy]-2-hydroxybenzoic acid